6-(difluoromethyl)-N-[5-(2,3-difluoropropyl)-4,6-dimethoxy-pyrimidin-2-yl]-1H-pyrrolo[2,3-b]pyridine-3-sulfonamide FC(C1=CC=C2C(=N1)NC=C2S(=O)(=O)NC2=NC(=C(C(=N2)OC)CC(CF)F)OC)F